BrC=1C=C(CC2C[C@H](NC2)C(=O)O)C=CC1 γ-(3-bromo-benzyl)-proline